tert-butyl 4-{[1-(6-bromopyridin-3-yl)piperidin-4-yl]methyl}piperazine-1-carboxylate BrC1=CC=C(C=N1)N1CCC(CC1)CN1CCN(CC1)C(=O)OC(C)(C)C